FC1=CC=C2[C@@H](N3C(C2=C1)=CN=C3)[C@H]3CN(CC[C@@H]3O)S(=O)(=O)C (3R,4S)-3-((S)-8-fluoro-5H-imidazo[5,1-a]isoindol-5-yl)-1-(methylsulfonyl)piperidin-4-ol